The molecule is a glycosylxylose that is beta-D-xylopyranose in which the hydroxy group at position 2 has been converted to the corresponding 2-O-beta-D-glucopyranoside. It is a beta-D-glucoside and a glycosylxylose. C1[C@H]([C@@H]([C@H]([C@@H](O1)O)O[C@H]2[C@@H]([C@H]([C@@H]([C@H](O2)CO)O)O)O)O)O